5-bromo-2-chloro-3-(difluoromethoxy)pyridine BrC=1C=C(C(=NC1)Cl)OC(F)F